ClC1=C(C2=C(NC3=C(C=C(C(=C23)C#N)F)N(C(OC(C)(C)C)=O)C)N=C1)N1[C@H]2[C@@H](CC1)CN(C2)C tert-butyl (3-chloro-5-cyano-6-fluoro-4-((3aS,6aS)-5-methylhexahydropyrrolo[3,4-b]pyrrol-1(2H)-yl)-9H-pyrido[2,3-b]indol-8-yl)(methyl)carbamate